3,6-diisopropyl-2,7-dimethyloctan-4-yne-3,6-diol C(C)(C)C(C(C)C)(C#CC(C(C)C)(O)C(C)C)O